pentadecafluorooctanoic acid ammonium salt [NH4+].FC(C(C(C(C(C(C(C(=O)[O-])(F)F)(F)F)(F)F)(F)F)(F)F)(F)F)(F)F